4,5-difluorobenzoyl chloride FC1=CC=C(C(=O)Cl)C=C1F